6-cyano-N-(4-fluorobenzyl)-3-(((5-(1-methyl-1H-imidazo[4,5-c]quinolin-8-yl)thiophen-2-yl)methyl)amino)pyrazine-2-carboxamide C(#N)C1=CN=C(C(=N1)C(=O)NCC1=CC=C(C=C1)F)NCC=1SC(=CC1)C1=CC=2C3=C(C=NC2C=C1)N=CN3C